tert-butyl (2-(3-fluoro-4-iodophenoxy)ethyl)carbamate FC=1C=C(OCCNC(OC(C)(C)C)=O)C=CC1I